N-(2-hydroxyethyl)-3-(1-methyl-1H-imidazol-4-yl)-4-((4-(pentafluoro-λ6-sulfanyl)phenyl)amino)benzenesulfonamide OCCNS(=O)(=O)C1=CC(=C(C=C1)NC1=CC=C(C=C1)S(F)(F)(F)(F)F)C=1N=CN(C1)C